3-chloro-2-fluoro-4-((1-methyl-1H-benzo[d]imidazol-5-yl)oxy)aniline ClC=1C(=C(N)C=CC1OC1=CC2=C(N(C=N2)C)C=C1)F